4-{[2-(2,6-dioxopiperidin-3-yl)-1,3-dioxo-2,3-dihydro-1H-isoindol-4-yl]oxy}-N-{[4-(6-methyl-1,2,4,5-tetrazin-3-yl)phenyl]methyl}butanamide O=C1NC(CCC1N1C(C2=CC=CC(=C2C1=O)OCCCC(=O)NCC1=CC=C(C=C1)C=1N=NC(=NN1)C)=O)=O